benzyl (cis)-3-amino-4-isopropylpyrrolidin-1-carboxylate N[C@@H]1CN(C[C@@H]1C(C)C)C(=O)OCC1=CC=CC=C1